C1(CC1)CNC1=NC(=CC2=C1N=C(N=C2)N[C@H]2[C@H](CN(C2)C=2C=NN(C2)C)NC(C=C)=O)C2=C(C(=CC(=C2Cl)OC)OC)Cl N-((3S,4R)-4-((8-((cyclopropylmethyl)amino)-6-(2,6-dichloro-3,5-dimethoxyphenyl)pyrido[3,4-d]pyrimidin-2-yl)amino)-1-(1-methyl-1H-pyrazol-4-yl)pyrrolidin-3-yl)acrylamide